zinc hexyldecanoate C(CCCCC)OC(CCCCCCCCC)=O.[Zn]